3-amino-N-(4-phenoxy-6-phenyl-1,3,5-triazin-2-yl)benzenesulfonamide NC=1C=C(C=CC1)S(=O)(=O)NC1=NC(=NC(=N1)OC1=CC=CC=C1)C1=CC=CC=C1